OC(CN1N=C(C=C1C)N\C(\C)=C\1/C(NC2=CN=C(C=C21)C=2C=NC=CC2C)=O)(C)C (Z)-3-(1-((1-(2-Hydroxy-2-methylpropyl)-5-methyl-1H-pyrazol-3-yl)amino)ethylidene)-5-(4-methylpyridin-3-yl)-1H-pyrrolo[2,3-c]pyridin-2(3H)-one